C(C1=CC=CC=C1)OC(=O)N[C@@H](C)C(=O)OC1COC1 oxetan-3-yl ((benzyloxy)carbonyl)-L-alaninate